C1(CC1)C1=C(C=C(CN2C[C@H](N(CC2)C2CC3(CN(C3)C3=CC(=C(C(=O)OC)C=C3)OC=3C=C4C(=NC3)NC=C4F)C2)C2=C(C=CC=C2)C(C)C)C=C1)OC methyl (R)-4-(6-(4-(4-cyclopropyl-3-methoxybenzyl)-2-(2-isopropylphenyl)piperazin-1-yl)-2-azaspiro[3.3]heptan-2-yl)-2-((3-fluoro-1H-pyrrolo[2,3-b]pyridin-5-yl)oxy)benzoate